5-(5-cyano-6-((2-hydroxyethyl)(3-hydroxypropyl)amino)pyridin-3-yl)-N-cyclopropyl-2-fluoro-4-methylbenzamide C(#N)C=1C=C(C=NC1N(CCCO)CCO)C=1C(=CC(=C(C(=O)NC2CC2)C1)F)C